((R)-fluoro(2-(((3S,6S,10aS)-5-oxo-3-((R)-6-(pyridin-3-yl)-4-azaspiro[2.4]heptane-4-carbonyl)decahydropyrrolo[1,2-a]azocin-6-yl)carbamoyl)benzo[b]thiophen-5-yl)methyl)phosphonic acid F[C@@H](C1=CC2=C(SC(=C2)C(N[C@H]2CCCC[C@@H]3N(C2=O)[C@@H](CC3)C(=O)N3C2(CC2)C[C@@H](C3)C=3C=NC=CC3)=O)C=C1)P(O)(O)=O